4-[2-[[(R)-[(3R)-2,3-dihydro-1H-pyrido[2,3-b][1,4]thiazin-3-yl]-phenyl-methyl]amino]ethyl]benzonitrile N1C2=C(S[C@H](C1)[C@@H](C1=CC=CC=C1)NCCC1=CC=C(C#N)C=C1)N=CC=C2